1-(p-Tolyl)ethanon C1(=CC=C(C=C1)C(C)=O)C